methyl 2-(3-fluoro-2-methoxy-5-(4,4,5,5-tetramethyl-1,3,2-dioxaborolan-2-yl)phenyl)acetate FC=1C(=C(C=C(C1)B1OC(C(O1)(C)C)(C)C)CC(=O)OC)OC